1H-pyrazolo[4,3-b]pyridin-6-ylboronic acid N1N=CC2=NC=C(C=C21)B(O)O